[N+](=O)([O-])C1=CC2=C(S(CCO2)(=O)=O)C=C1 7-nitro-2,3-dihydro-1,4-benzoxathiine 4,4-dioxide